(4-Ethyl)piperazin-1-yl-N-(2-hydroxyethyl)propanamid C(C)N1CCN(CC1)C(C(=O)NCCO)C